C(C)(C)(C)OC(=O)[C@@H]1[C@H](C1)CCCC1=CC=CC=C1 (1S,2S)-2-(3-phenylpropyl)cyclopropane-1-carboxylic acid tert-butyl ester